PERFLUOROPHENYL 1-(4-BROMO-5-FLUORO-2-METHOXYPHENYL)-2-OXO-1,2-DIHYDROQUINOLINE-6-SULFONATE BrC1=CC(=C(C=C1F)N1C(C=CC2=CC(=CC=C12)S(=O)(=O)OC1=C(C(=C(C(=C1F)F)F)F)F)=O)OC